OC1(CCN(CC1)C(=O)[C@H]1[C@@H](CN(CC1)C(=O)C1=CN=C(S1)C1=CC=CC=C1)C1=CC=CC=C1)CN1C=NC2=C(C1=O)N=CC=C2 3-[[4-hydroxy-1-[(3R,4R)-3-phenyl-1-(2-phenylthiazole-5-carbonyl)piperidine-4-carbonyl]-4-piperidinyl]methyl]pyrido[3,2-d]pyrimidin-4-one